C1(CC1)[C@@H]([C@H](CC(=O)[O-])C)NC(CN1C(C(C2=C(C(=CC=C12)C1CC1)F)(C)C)=O)=O (3s,4r)-4-cyclopropyl-4-(2-(5-cyclopropyl-4-fluoro-3,3-dimethyl-2-oxoindol-1-yl) acetamido)-3-methylbutanoate